C(C)[Zr](CC(C)C)(CC)CC Triethylisobutylzirconium